CC(=CC(=O)OCCCCO)C Butan-1,4-diol dimethylacrylat